tert-butyl ((S)-1-(2-cyano-5-(((S)-1-cyclopropylethyl)carbamoyl)pyridin-4-yl)-3-methylpyrrolidin-3-yl)carbamate C(#N)C1=NC=C(C(=C1)N1C[C@@](CC1)(C)NC(OC(C)(C)C)=O)C(N[C@@H](C)C1CC1)=O